(1R,5S,6S)-3-[1-(2,2-difluoroethyl)-1H-pyrazolo[3,4-b]pyrazin-6-yl]-6-({[2-(trifluoromethyl)pyridin-3-yl]oxy}methyl)-3-azabicyclo[3.1.0]hexane FC(CN1N=CC=2C1=NC(=CN2)N2C[C@H]1C([C@H]1C2)COC=2C(=NC=CC2)C(F)(F)F)F